3,4-dihydro-phenylethanoic acid C1(=CCCC=C1)CC(=O)O